C(#N)C=1C=C(C=NC1)S(=O)(=O)NC(C(F)(F)F)C1=C(C=C(C=C1)F)F 5-cyano-N-(1-(2,4-difluorophenyl)-2,2,2-trifluoroethyl)pyridine-3-sulfonamide